Cl.C1(=CC=CC=C1)S(=O)(=O)C1=C(C=C2C(CN(C2=C1)C(CN1[C@H](CN[C@@H](C1)C)COC)=O)(C)C)F 1-(6-Benzenesulfonyl-5-fluoro-3,3-dimethyl-2,3-dihydro-indol-1-yl)-2-((2R,5R)-2-methoxymethyl-5-methyl-piperazin-1-yl)-ethanone hydrochloride salt